C(=CC)[O-] propenolate